Methyl 5-(4-(2-(1H-tetrazol-5-yl)phenylaminocarbonyl)-2,5-dihydroxybenzamido)-2-hydroxybenzoat N1N=NN=C1C1=C(C=CC=C1)NC(=O)C1=CC(=C(C(=O)NC=2C=CC(=C(C(=O)OC)C2)O)C=C1O)O